4-[3,5-bis(trifluoromethyl)phenyl]-1-(2-ethylsulfonylphenyl)triazole S-(2-aminoethyl)ethanethioate NCCS=C(C)O.FC(C=1C=C(C=C(C1)C(F)(F)F)C=1N=NN(C1)C1=C(C=CC=C1)S(=O)(=O)CC)(F)F